allyl-(triethoxy)silane 2,4,6-trichlorophenyl-formate ClC1=C(C(=CC(=C1)Cl)Cl)C(=O)O.C(C=C)[Si](OCC)(OCC)OCC